4,4'-dibromo-3-nitro-1,1'-biphenyl BrC1=C(C=C(C=C1)C1=CC=C(C=C1)Br)[N+](=O)[O-]